dimethyl-amine oxide (lauryl-dimethyl-aminoxide) C(CCCCCCCCCCC)CN([O-])C.C[NH+](C)[O-]